BrCC(=O)C=1C=C(SC1)C(=O)N 4-(2-bromoacetyl)thiophene-2-carboxamide